C(#N)C1=CC=C(C=C1)S(=O)(=O)NC1=C(C(=O)O)C=CC(=C1)C(F)(F)F 2-((4-cyanophenyl)sulfonamido)-4-(trifluoromethyl)benzoic Acid